hydroxy-benzophenone OC1=C(C(=O)C2=CC=CC=C2)C=CC=C1